1-cyclopentyl-N-[(2S)-4-(3,3-difluoropiperidin-1-yl)-1-(1H-1,2,3,4-tetrazol-5-yl)butan-2-yl]-5-[2-(trifluoromethyl)phenyl]-1H-pyrazole-3-carboxamide C1(CCCC1)N1N=C(C=C1C1=C(C=CC=C1)C(F)(F)F)C(=O)N[C@H](CC1=NN=NN1)CCN1CC(CCC1)(F)F